trityl-trityl-triphosphazene C(C1=CC=CC=C1)(C1=CC=CC=C1)(C1=CC=CC=C1)P(N=PC(C1=CC=CC=C1)(C1=CC=CC=C1)C1=CC=CC=C1)NP